N[C@H](CC1=C(C2=NSC(=C2S1)NCC=1SC=CC1)C(F)(F)F)C 5-[(2S)-2-aminopropyl]-N-(thiophen-2-ylmethyl)-6-(trifluoromethyl)thieno[3,2-c][1,2]thiazol-3-amine